(R)-N-(3-(2,2-difluorocyclopropyl)-1H-pyrazol-5-yl)-2-(1-(3,5-difluorophenyl)-1H-pyrazol-4-yl)propanamide FC1(C(C1)C1=NNC(=C1)NC([C@H](C)C=1C=NN(C1)C1=CC(=CC(=C1)F)F)=O)F